ClC1=C(C(=CC=C1)F)C=1SC=2C=NC(=CC2N1)NC1=NC(=C(C=C1)N1CCOCC1)CN(C)C N-[2-(2-Chloro-6-fluorophenyl)-[1,3]thiazolo[5,4-c]pyridin-6-yl]-6-[(dimethylamino)methyl]-5-(morpholin-4-yl)pyridin-2-amine